(S)-N-(2-methyl-5-(2-(2-methylpyrrolidin-1-yl)acetamido)pyridin-3-yl)-2-(2-morpholinopyridin-4-yl)pyrazolo[5,1-b]thiazole-7-carboxamide CC1=NC=C(C=C1NC(=O)C=1C=NN2C1SC(=C2)C2=CC(=NC=C2)N2CCOCC2)NC(CN2[C@H](CCC2)C)=O